NC(C(C(CCCCNC(OCC1=CC=CC=C1)=O)NC(=O)[C@H]1N(C[C@H](C1)N1N=NC=C1C(C)(C)O)C([C@@H](CC1CCCCC1)NC(=O)C=1N=COC1)=O)=O)=O Benzyl (7-amino-5-((2S,4S)-1-((R)-3-cyclohexyl-2-(oxazol-4-carboxamido)propanoyl)-4-(5-(2-hydroxypropan-2-yl)-1H-1,2,3-triazol-1-yl)pyrrolidin-2-carboxamido)-6,7-dioxoheptyl)carbamat